3-methoxy-2-[(5-methoxy-2-pyridyl)methoxy]-5-(4,4,5,5-tetramethyl-1,3,2-dioxaborolan-2-yl)pyridine ((4R,5R)-5-(2-nitrophenyl)-2-phenyl-1,3-dioxolan-4-yl)methyl-sulfamate [N+](=O)([O-])C1=C(C=CC=C1)[C@@H]1[C@H](OC(O1)C1=CC=CC=C1)CNS(O)(=O)=O.COC=1C(=NC=C(C1)B1OC(C(O1)(C)C)(C)C)OCC1=NC=C(C=C1)OC